COC(=O)C1=NC(=C(N=C1COC)NCCN1CCCC1)Cl 6-chloro-3-(methoxymethyl)-5-((2-(pyrrolidin-1-yl)ethyl)amino)pyrazine-2-carboxylic acid methyl ester